4-(5,6-diaminopyridin-2-yl)azepane-1-carboxylic acid tert-butyl ester C(C)(C)(C)OC(=O)N1CCC(CCC1)C1=NC(=C(C=C1)N)N